1-Naphthoylguanidin C1(=CC=CC2=CC=CC=C12)C(=O)NC(=N)N